rac-benzyl 3-cyclopentyl-4-hydroxypyrrolidine-1-carboxylate C1(CCCC1)C1CN(CC1O)C(=O)OCC1=CC=CC=C1